COC1=CCC=C(C1)C 1-methoxy-5-methylcyclohexa-1,4-diene